(R)-4-(N-(4-cyclohexylbenzyl)-1-((perfluorophenyl)sulfonyl)azetidine-2-carboxamido)-2-hydroxybenzoic acid C1(CCCCC1)C1=CC=C(CN(C(=O)[C@@H]2N(CC2)S(=O)(=O)C2=C(C(=C(C(=C2F)F)F)F)F)C2=CC(=C(C(=O)O)C=C2)O)C=C1